[SiH3][O-].[Si+4].[SiH3][O-].[SiH3][O-].[SiH3][O-] Silicon silanolate